2-[3-[4-(difluoromethylsulfanyl)pyrazol-1-yl]-1-[2-(1H-pyrazol-4-ylamino)-[1,2,4]triazolo[1,5-a]pyridin-8-yl]azetidin-3-yl]acetonitrile FC(F)SC=1C=NN(C1)C1(CN(C1)C=1C=2N(C=CC1)N=C(N2)NC=2C=NNC2)CC#N